2'-(6-amino-5-cyanopyridin-3-yl)-N-[(1R)-1-(1,3,4-trimethyl-1H-pyrazol-5-yl)ethyl]-5',6'-dihydrospiro[azetidine-3,4'-pyrrolo[1,2-b]pyrazole]-1-carboxamide NC1=C(C=C(C=N1)C=1C=C2N(N1)CCC21CN(C1)C(=O)N[C@H](C)C1=C(C(=NN1C)C)C)C#N